5-{(3R)-1-[cyclopropyl(5-fluoropyridin-3-yl)methyl]-5',6'-dihydrospiro[pyrrolidine-3,4'-pyrrolo[1,2-b]pyrazol]-2'-yl}-3-(trifluoromethyl)pyridin-2-amine C1(CC1)C(N1C[C@]2(CCN3N=C(C=C32)C=3C=C(C(=NC3)N)C(F)(F)F)CC1)C=1C=NC=C(C1)F